tert-butyl 3-[1-(4-chlorophenyl)cyclopropaneamido]-6-methylazepane-1-carboxylate ClC1=CC=C(C=C1)C1(CC1)C(=O)NC1CN(CC(CC1)C)C(=O)OC(C)(C)C